oxabicyclo[2.1.1]hexan-4-amine C12OCC(C1)(C2)N